4-((7-(2-(5-((4-([1,1'-biphenyl]-3-yl)-5-chloropyrimidin-2-yl)amino)pyridin-3-yl)-1-oxo-2,8-diazaspiro[4.5]decan-8-yl)-7-oxoheptyl)oxy)-2-(2,6-dioxopiperidin-3-yl)isoindoline-1,3-dione C1(=CC(=CC=C1)C1=NC(=NC=C1Cl)NC=1C=C(C=NC1)N1C(C2(CC1)CCN(CC2)C(CCCCCCOC2=C1C(N(C(C1=CC=C2)=O)C2C(NC(CC2)=O)=O)=O)=O)=O)C2=CC=CC=C2